Catechol-caffeic acid C1(O)=C(O)C(=CC=C1)C1=CC(=C(C=C1/C=C/C(=O)O)O)O